C(C)(C)OC1=C(C=CC=C1)[C@@H]1N(CCN(C1)C1CCOCC1)C1CC2(C1)CCN(CC2)C2=CC=C(C(=O)NS(=O)(=O)C1=CC(=C(C=C1)NCC1CCC(CC1)(C)O)[N+](=O)[O-])C=C2 4-{2-[(2S)-2-(2-isopropoxyphenyl)-4-(oxan-4-yl)piperazin-1-yl]-7-azaspiro[3.5]nonan-7-yl}-N-[3-nitro-4-({[(1r,4r)-4-hydroxy-4-methylcyclohexyl]methyl}amino)benzenesulfonyl]benzamide